9-{3-[6-phenyl-2-phenylpyrimidin-4-yl]-5-(9H-carbazol-9-yl)phenyl}-9H-carbazole C1(=CC=CC=C1)C1=CC(=NC(=N1)C1=CC=CC=C1)C=1C=C(C=C(C1)N1C2=CC=CC=C2C=2C=CC=CC12)N1C2=CC=CC=C2C=2C=CC=CC12